FC1=C(C=C2CN(C(C2=C1)=O)C1C(NC(CC1)=O)=O)CN1CCC(CC1)C1=NOC2=C1C=CC(=C2)F 3-(6-fluoro-5-((4-(6-fluorobenzo[d]isoxazol-3-yl)piperidin-1-yl)methyl)-1-oxoisoindolin-2-yl)piperidine-2,6-dione